4,7,8-Trihydroxy-3-[(pyridin-3-yl)(4,7,8-trihydroxy-2-oxochromen-3-yl)methyl]-2H-chromen-2-one OC1=C(C(OC2=C(C(=CC=C12)O)O)=O)C(C=1C(OC2=C(C(=CC=C2C1O)O)O)=O)C=1C=NC=CC1